ethylsulfonylbenzoic acid C(C)S(=O)(=O)C1=C(C(=O)O)C=CC=C1